C(C)(C)(C)OC(=O)N1C[C@H](NCC1)C1=C(C=CC(=C1)F)F (R)-3-(2,5-difluorophenyl)piperazine-1-carboxylic acid tert-butyl ester